4-(2,6-Dihydroxy-4-propylphenyl)-1-(2,2,2-trifluoroethyl)indolin-2-one OC1=C(C(=CC(=C1)CCC)O)C1=C2CC(N(C2=CC=C1)CC(F)(F)F)=O